(2S,3R,4R)-1-acetyl-2-cyclopropyl-N-ethyl-3-methyl-4-((4-methylpyrimidin-2-yl)amino)-1,2,3,4-tetrahydroquinoline-6-carboxamide C(C)(=O)N1[C@H]([C@@H]([C@H](C2=CC(=CC=C12)C(=O)NCC)NC1=NC=CC(=N1)C)C)C1CC1